(R)-2-(4,4-difluoro-9-oxo-2-(1H-pyrazol-4-yl)-4,5,6,7,8,9-hexahydro-3H-1-thia-5a,8-diazabenzo[cd]azulen-7-yl)acetonitrile FC1(CN2C=3C(=C(SC3C(N[C@@H](C2)CC#N)=O)C=2C=NNC2)C1)F